ClC1=C(C=2N(C=C1)C=NC2C(C(F)(F)F)Cl)F 7-chloro-1-(1-chloro-2,2,2-trifluoroethyl)-8-fluoroimidazo[1,5-a]Pyridine